ClC1=NN(C(C(=C1C1CC1)C)=O)[C@H](C(=O)[O-])CC(C)C (S)-2-(3-chloro-4-cyclopropyl-Methyl 6-oxopyridazin-1(6H)-yl)-4-methylpentanoate